C(C1=CC=CC=C1)N1C(C2=CC=C(C=C2C=C1)C1=C(C=CC=C1)C(F)(F)F)=O 2-benzyl-6-(2-(trifluoromethyl)phenyl)isoquinolin-1(2H)-one